C(C)(=O)N1CCN(CC1)CC=1C=C(C=C(C1)C(F)(F)F)NC(=O)C1=CSC=2CN(CCC21)C(=O)C2=CN=C1N2C=CC=C1 N-(3-((4-acetylpiperazin-1-yl)methyl)-5-(trifluoromethyl)phenyl)-6-(imidazo[1,2-a]pyridine-3-carbonyl)-4,5,6,7-tetrahydrothieno[2,3-c]pyridine-3-carboxamide